N-(4-ethyl-phenyl)-2-((2-acetamidophenyl)amino)acetamide C(C)C1=CC=C(C=C1)NC(CNC1=C(C=CC=C1)NC(C)=O)=O